2-(2-((5-Bromo-2-((2-fluoro-5-(1-methyl-1H-pyrazol-4-yl)4-(4-(4-methylpiperazine-1-yl)piperidin-1-yl)phenyl)amino)pyrimidin-4-yl)amino)-4-fluorophenyl)propan-2-ol BrC=1C(=NC(=NC1)NC1=C(C=C(C(=C1)C=1C=NN(C1)C)N1CCC(CC1)N1CCN(CC1)C)F)NC1=C(C=CC(=C1)F)C(C)(C)O